CC(C)C=1SC(=CC1CC(=O)N)C(C)C 2-[2,5-bis(propan-2-yl)thiophen-3-yl]acetamide